methyl 4-amino-3-chloro-6-[1-(2,2-dimethylpropanoyl)-7-fluoro-1H-indol-6-yl]-5-fluoropyridine-2-carboxylate NC1=C(C(=NC(=C1F)C1=CC=C2C=CN(C2=C1F)C(C(C)(C)C)=O)C(=O)OC)Cl